C1(CCCCC1)C(C(C#N)C#N)C1=CC=CC=C1 2-(cyclohexylphenylmethyl)malononitrile